trans-9-palmitoleic acid CCCCCC/C=C/CCCCCCCC(=O)O